2-[(5-bromo-2-fluoro-3-methoxypyridin-4-yl)methoxy]-N-methoxy-N-methylacetamide BrC=1C(=C(C(=NC1)F)OC)COCC(=O)N(C)OC